(S)-N-(1-(3-(bis(4-methoxyphenyl)(phenyl)methoxy)-2-hydroxypropyl)-4-oxo-1,4-dihydropyrimidin-2-yl)benzamide COC1=CC=C(C=C1)C(OC[C@H](CN1C(=NC(C=C1)=O)NC(C1=CC=CC=C1)=O)O)(C1=CC=CC=C1)C1=CC=C(C=C1)OC